N-(5-(4-fluorophenoxy)pyridin-2-yl)-2-(4-(6-oxo-5-(2,2,2-trifluoroethyl)-1,6-dihydropyridine-3-carbonyl)piperazin-1-yl)propanamide FC1=CC=C(OC=2C=CC(=NC2)NC(C(C)N2CCN(CC2)C(=O)C2=CNC(C(=C2)CC(F)(F)F)=O)=O)C=C1